NCC(C1=CC=C(C=C1)F)NC(OCCCC)=O butyl N-[2-amino-1-(4-fluorophenyl)ethyl]carbamate